ClCC=1OC(=NN1)C1=CC(=CC=C1)F 2-(chloromethyl)-5-(3-fluorophenyl)-1,3,4-oxadiazole